FC(COC(C(=O)Cl)=O)(F)F.C(C)N(C(C(N)=O)=O)C(C)C1=C(C=C(C=C1)C(C(F)(F)F)(F)F)F N'-Ethyl-N'-[1-[2-fluoro-4-(1,1,2,2,2-pentafluoroethyl)phenyl]ethyl]oxamide 2,2,2-Trifluoroethyl-2-chloro-2-oxo-acetate